1-((3-iodopyrazolo[1,5-a]pyridin-5-yl)methyl)-4-isobutylpiperazin-2-one IC=1C=NN2C1C=C(C=C2)CN2C(CN(CC2)CC(C)C)=O